2,4-dihydroxyaniline OC1=C(N)C=CC(=C1)O